N1=CN=C(C2=C1NC=C2)OC2=CC=C(N)C=C2 4-((7H-pyrrolo[2,3-D]pyrimidin-4-yl)oxy)aniline